The molecule is a hydrochloride salt resulting from the reaction of (S)-2-methyl-1-(4-methylisoquinoline-5-sulfonyl)-1,4-diazepane with 2 mol eq. of hydrogen chloride. An ATP-competitive inhibitor of Rho kinase (ROCK). It has a role as an EC 2.7.11.1 (non-specific serine/threonine protein kinase) inhibitor. It contains a (S)-2-methyl-1-(4-methylisoquinoline-5-sulfonyl)-1,4-diazepane(2+). C[C@H]1CNCCCN1S(=O)(=O)C2=CC=CC3=C2C(=CN=C3)C.Cl.Cl